N(C1=CC=CC=C1)N1N=NC(=C1)C(=O)O 1-anilino-1H-1,2,3-triazole-4-carboxylic acid